(3-methyl-1,1-dioxo-thietan-3-yl)methanol CC1(CS(C1)(=O)=O)CO